(S)-2-((4-((2-hydroxy-1-phenylethyl)amino)-5-(3-(pyridin-3-yl)-1,2,4-oxadiazol-5-yl)pyridin-2-yl)amino)-7,7-dimethyl-6-propyl-6,7-dihydro-5H-pyrrolo[3,4-d]pyrimidin-5-one OC[C@H](C1=CC=CC=C1)NC1=CC(=NC=C1C1=NC(=NO1)C=1C=NC=CC1)NC=1N=CC2=C(N1)C(N(C2=O)CCC)(C)C